ClC=1SC(=CN1)C[N+]1=C2N(C(C(=C1)C1=CN(C3=CC=CC=C13)CCC)=O)C=CC=C2C 1-((2-chlorothiazol-5-yl)methyl)-3-(1-propyl-1H-indol-3-yl)-9-methyl-4-oxo-4H-pyrido[1,2-a]pyrimidinium